NC1=CC=C(C=C1)C(=CC1=CC=C(C=C1)C(=O)O)C 4-amino-4'-carboxy-α-methylstilbene